5-(3,5-dihydroxybenzylidene)-3-hexyl-1-methyl-2-selenoxoimidazolidin-4-one OC=1C=C(C=C2C(N(C(N2C)=[Se])CCCCCC)=O)C=C(C1)O